4,7-di(2,4-dimethoxyphenyl)-benzothiadiazole COC1=C(C=CC(=C1)OC)C1=CC=C(C2=C1N=NS2)C2=C(C=C(C=C2)OC)OC